(S)-N-((S)-2-(dimethylamino)-3-(1-tosyl-1H-indazol-5-yl)propyl)-3-phenyl-3-(1-(trifluoromethyl)cyclopropyl)propenamide CN([C@H](CNC(C=C(C1(CC1)C(F)(F)F)C1=CC=CC=C1)=O)CC=1C=C2C=NN(C2=CC1)S(=O)(=O)C1=CC=C(C)C=C1)C